4-[({[2-(trimethylsilyl)ethoxy]carbonyl}amino)methyl]pyrrolidine-1-carboxylate C[Si](CCOC(=O)NCC1CCN(C1)C(=O)[O-])(C)C